tert-butyl (2r,6s)-4-(4-((4-(2-(4-((1s,3s)-3-(1,3-dioxoisoindolin-2-yl) cyclobutyloxy)phenyl)propan-2-yl)phenoxy)methyl)pyrimidin-2-yl)-2,6-dimethylpiperazin-1-carboxylate O=C1N(C(C2=CC=CC=C12)=O)C1CC(C1)OC1=CC=C(C=C1)C(C)(C)C1=CC=C(OCC2=NC(=NC=C2)N2C[C@H](N([C@H](C2)C)C(=O)OC(C)(C)C)C)C=C1